NC1=CC=C(C(=C1C(=O)N(C)C)F)C=1C(=C2C(=NC1)NC[C@@]21C[C@@](CC1)(C1=NC(=NO1)C)C)Cl 6-Amino-3-((1S,3R)-4'-chloro-3-methyl-3-(3-methyl-1,2,4-oxadiazol-5-yl)-1',2'-dihydrospiro[cyclopentane-1,3'-pyrrolo[2,3-b]pyridin]-5'-yl)-2-fluoro-N,N-dimethylbenzamide